3-{(E)-2-[6-(Cyclopropylamino)-9h-Purin-9-Yl]ethenyl}-4-Methyl-N-[3-(4-Methyl-1h-Imidazol-1-Yl)-5-(Trifluoromethyl)phenyl]benzamide C1(CC1)NC1=C2N=CN(C2=NC=N1)/C=C/C=1C=C(C(=O)NC2=CC(=CC(=C2)C(F)(F)F)N2C=NC(=C2)C)C=CC1C